COC=1C=C(C=C(C1)OC)[Si](C)(C)CCCCCC (3,5-dimethoxyphenyl)(hexyl)dimethylsilane